2-cyclopropylethane-1,2-dione C1(CC1)C(C=O)=O